FC1=CC=C(C=C1)C1(CC1)O[Si](C)(C)C [1-(4-fluorophenyl)cyclopropoxy]-trimethyl-silane